CC=1C(=CC=C2C=CC3(CCNCC3)OC12)C(=O)OC methyl 8-methylspiro[chromene-2,4'-piperidine]-7-carboxylate